C1=CC=C(C=2SC3=C(C21)C=CC=C3)C=3C=C(C=CC3)C3=CC(=CC=C3)C3=C2C(=NC=N3)C3=C(O2)C=CC=2C=CC=CC23 8-[3'-(dibenzothiophen-4-yl)(1,1'-biphenyl-3-yl)]naphth-[1',2':4,5]furo[3,2-d]pyrimidine